COCCOCC1=CC(=NC=C1)\C(\C)=N\NC(=S)SC Methyl (E)-2-(1-(4-((2-methoxyethoxy)methyl)pyridin-2-yl)ethylidene)hydrazine-1-carbodithioate